(1-methyl-1H-tetrazol-5-yl)-4-(trifluoromethyl)benzamide CN1N=NN=C1C1=C(C(=O)N)C=CC(=C1)C(F)(F)F